D-alanine 2-ethylbutyl ester C(C)C(COC([C@H](N)C)=O)CC